(R)-2-((3'-(4-chloro-2-fluorobenzyloxy)-3-fluorobiphenyl-4-yl)methyl)-1-((tetrahydrofuran-2-yl)methyl)-1H-benzo[d]imidazole-6-carboxylic acid ClC1=CC(=C(COC=2C=C(C=CC2)C2=CC(=C(C=C2)CC2=NC3=C(N2C[C@@H]2OCCC2)C=C(C=C3)C(=O)O)F)C=C1)F